[Br-].CN1CN(C=C1)CCC 1-methyl-3-propyl-imidazole bromide salt